Acryloyloxyethyldimethylbenzylammonium C(C=C)(=O)OCC[N+](CC1=CC=CC=C1)(C)C